C(C1=CC=CC=C1)OC1=CC=C(C=2C(N(C3CC(C(C21)C3)=O)C)=O)F 7-(benzyloxy)-10-fluoro-2-methyl-3,4-dihydro-3,6-methanobenzo[c]azocine-1,5(2H,6H)-dione